B#[Ti] Titanium Monoboride